N-[4-(p-toluenesulfonyloxy)phenyl]-N'-[4-(o-toluenesulfonyloxy)phenyl]urea CC1=CC=C(C=C1)S(=O)(=O)OC1=CC=C(C=C1)NC(=O)NC1=CC=C(C=C1)OS(=O)(=O)C=1C(C)=CC=CC1